P(=O)(O)(O)CC(=O)N[C@@H](CC(=O)[O-])C(=O)[O-].[Na+].FC(C=1C(=C(C=CC1)[C@@H](C)NC=1C2=C(N=C(N1)C)C=NC(=C2)C=2CCN(CC2)C(C)=O)F)F.[Na+] (R)-1-(4-(4-((1-(3-(difluoromethyl)-2-fluorophenyl)ethyl)amino)-2-methylpyrido[3,4-d]Pyrimidin-6-yl)-3,6-dihydropyridin-1(2H)-yl)ethan-1-one sodium phosphoacetylaspartate